6-(2-(cyclohexylamino)-4-methoxypyrrolo[2,1-f][1,2,4]triazin-5-yl)-N-methylimidazo[1,2-a]pyridine-3-carboxamide C1(CCCCC1)NC1=NN2C(C(=N1)OC)=C(C=C2)C=2C=CC=1N(C2)C(=CN1)C(=O)NC